CN1C(C(=C(C2=CC(=CC=C12)C)N1CCC(CC1)(C=1OC2=C(N1)C=C(C=C2)C)C)C#N)=O 1,6-dimethyl-4-[4-methyl-4-(5-methyl-1,3-benzooxazol-2-yl)piperidin-1-yl]-2-oxo-1,2-dihydroquinoline-3-carbonitrile